1-(allyloxy)-3-(3-butyn-1-oxy)-2-propanol difluorophosphate P(=O)(F)(F)OC(COCC=C)COCCC#C